C1(CC1)C1=NN(C=C1C=1N=CC=C2C1N(N=C2)C(C)C)[C@@H]2C[C@H](C2)CNC=2C=C1C(N(C(C1=CC2)=O)C2C(NC(CC2)=O)=O)=O 5-(((trans-3-(3-cyclopropyl-4-(1-isopropyl-1H-pyrazolo[3,4-c]pyridin-7-yl)-1H-pyrazol-1-yl)cyclobutyl)methyl)amino)-2-(2,6-dioxopiperidin-3-yl)isoindoline-1,3-dione